4-[(N-{[(9H-fluoren-9-yl)methoxy]carbonyl}-3-methyl-L-valyl)amino]benzoic acid C1=CC=CC=2C3=CC=CC=C3C(C12)COC(=O)N[C@@H](C(C)(C)C)C(=O)NC1=CC=C(C(=O)O)C=C1